ClC1=CC=C(C=C1)C1=NOC(=N1)C12CC(C1)(C2)NC(=O)C2=NC(=CC=C2)C(CC)(S(=O)(=O)C)C N-[3-[3-(4-chlorophenyl)-1,2,4-oxadiazol-5-yl]-1-bicyclo[1.1.1]pentanyl]-6-(1-methyl-1-methyl-sulfonyl-propyl)pyridine-2-carboxamide